Disodium ethylenediaminetetraacetic acid salt C(CN(CC(=O)[O-])CC(=O)[O-])N(CC(=O)O)CC(=O)O.[Na+].[Na+]